C(C1=CC=CC=C1)OC(=O)NC=1C(=NC=C(C1)Br)CC(C(=O)OC)[C@@H](C1=CC=CC=C1)NC(=O)OC(C)(C)C methyl (3S)-2-[(3-{[(benzyloxy)carbonyl]amino}-5-bromopyridin-2-yl)methyl]-3-[(tert-butoxycarbonyl)amino]-3-phenylpropanoate